C1(=CC=C(C=C1)COC1=C(C=C2C[C@H](N(CC2=C1Br)CC1=CC=C(C=C1)[N+](=O)[O-])C(=O)NS(=O)(=O)C1=CC(=C(C=C1)NC1CCCC1)[N+](=O)[O-])Br)C1=CC=CC=C1 (S)-7-([1,1'-biphenyl]-4-ylmethoxy)-6,8-dibromo-N-((4-(cyclopentylamino)-3-nitrophenyl)sulfonyl)-2-(4-nitrobenzyl)-1,2,3,4-tetrahydroisoquinoline-3-carboxamide